(1aR,5aR)-2-(2,4-Difluoro-phenyl)-1a,2,5,5a-tetrahydro-1H-2,3-diaza-cyclopropa[a]pentalene-4-carboxylic acid (5-bromo-3-methyl-pyridin-2-yl)-amide BrC=1C=C(C(=NC1)NC(=O)C=1C=2C[C@@H]3[C@H](C2N(N1)C1=C(C=C(C=C1)F)F)C3)C